BrC1=C(C=NC=2NC=3CC(NC(C3C(C21)(C2=CC=CC=C2)C)=O)(C)C)C=C 4-bromo-5,8,8-trimethyl-5-phenyl-3-vinyl-5,8,9,10-tetrahydropyrido[2,3-b][1,6]naphthyridin-6(7H)-one